2-[2-Chloro-3-fluoro-4-[[6-[(3S)-1-prop-2-enoylpyrrolidin-3-yl]oxypyrido[3,2-d]pyrimidin-4-yl]amino]phenoxy]acetonitrile ClC1=C(OCC#N)C=CC(=C1F)NC=1C2=C(N=CN1)C=CC(=N2)O[C@@H]2CN(CC2)C(C=C)=O